ClC1=C(C=CC(=C1)Cl)NC=1C2=C(N=CN1)C=NC(=C2)OC2CN(C2)C(C=C)=O 1-(3-((4-((2,4-dichlorophenyl)amino)pyrido[3,4-d]pyrimidin-6-yl)oxy)azetidin-1-yl)-prop-2-en-1-one